(2R,3S,4S,5R,6R)-3,4,5-tris(benzyloxy)-6-((benzyloxy)methyl)tetrahydro-2H-pyran-2-carbaldehyde C(C1=CC=CC=C1)O[C@@H]1[C@@H](O[C@@H]([C@H]([C@@H]1OCC1=CC=CC=C1)OCC1=CC=CC=C1)COCC1=CC=CC=C1)C=O